tert-butyl (2S,5R)-4-(1-(benzo[d]thiazol-2-yl) ethyl)-2,5-diethylpiperazine-1-carboxylate S1C(=NC2=C1C=CC=C2)C(C)N2C[C@@H](N(C[C@H]2CC)C(=O)OC(C)(C)C)CC